2-amino-4-(3,4,5-trimethoxyphenyl)thiazole-5-carbonitrile NC=1SC(=C(N1)C1=CC(=C(C(=C1)OC)OC)OC)C#N